C1N(CC2=CC=CC=C12)CC1=CC(C(=CO1)OCC1CCN(CC1)C(NC)=S)=O 4-(((6-(isoindolin-2-ylmethyl)-4-oxo-4H-pyran-3-yl)oxy)methyl)-N-methylpiperidine-1-thioamide